CC1=C(C(=O)O)C=CC(=C1)C=1N=C(SC1)NC1=NC=CN=C1 2-methyl-4-(2-(pyrazin-2-ylamino)thiazol-4-yl)benzoic acid